C1(C=CC(C2=CC=CC=C12)=O)=NO 4-naphthoquinone oxime